C[Sn](CCCCCCCC)(CCCCCCCC)C dimethyl-dioctyl-tin